O1C(=NN=C1)C=1C=C(C=NC1)C=1C=C(C=C(C1)O)O 5-(5-(1,3,4-oxadiazol-2-yl)pyridin-3-yl)benzene-1,3-diol